BrC1=NC(=CC=C1C)F 2-bromo-6-fluoro-3-methylpyridine